CC(C)(C#CC=1C=C2C=C(NC2=C(C1)[N+](=O)[O-])C1=CC=CC=C1)O 2-methyl-4-(7-nitro-2-phenyl-1H-indol-5-yl)but-3-yn-2-ol